ClC=1C(=NC(=NC1)NC1CCOCC1)C1=CC=C2CN(C(C2=C1)=O)CC(=O)N[C@H]([C@H](C)O)C1=CC(=CC=C1)OCC 2-(6-{5-chloro-2-[(oxacyclohex-4-yl)amino]pyrimidin-4-yl}-1-oxo-2,3-dihydro-1H-isoindol-2-yl)-N-[(1S,2S)-1-(3-ethoxyphenyl)-2-hydroxypropyl]acetamide